C1(CC=CC1)CC=O 2-(3-cyclopenten-1-yl)acetaldehyde